N-(but-3-en-1-yl)-N-cyano-[1,1'-biphenyl]-4-carboxamide C(CC=C)N(C(=O)C1=CC=C(C=C1)C1=CC=CC=C1)C#N